3-(8-(4-Chlorophenyl)-2-imino-3-methyl-2,3-dihydro-1H-imidazo[4,5-c]quinolin-1-yl)-4-methoxybenzonitrile ClC1=CC=C(C=C1)C1=CC=2C3=C(C=NC2C=C1)N(C(N3C=3C=C(C#N)C=CC3OC)=N)C